Pentadecenylamine C(=CCCCCCCCCCCCCC)N